FC(C1CCN(CC1)C=1C=2N(C=C(C1)N)C(=CN2)F)F 8-(4-(difluoromethyl)piperidine-1-yl)-3-fluoroimidazo[1,2-a]pyridin-6-amine